2-methyl-N-[1,1-bis(hydroxymethyl)-2-hydroxyethyl]propionamide CC(C(=O)NC(CO)(CO)CO)C